C(C)(C)(C)OC(=O)N1C(COC(C1)C(F)(F)F)C(=O)O 4-(tert-butoxycarbonyl)-6-(trifluoromethyl)morpholine-3-carboxylic acid